CN(C(OC(C)(C)C)=O)CCNC1=C2C=NN(C2=CC(=C1)N1C=NN=C1)C1OCCCC1 tert-butyl methyl(2-((1-(tetrahydro-2H-pyran-2-yl)-6-(4H-1,2,4-triazol-4-yl)-1H-indazol-4-yl)amino)ethyl)carbamate